N-methyl-3-piperidinamide CNC(=O)C1CNCCC1